FC(F)(F)S(=N)C(F)(F)F.C(CCC)N1C=[N+](C=C1)C 1-butyl-3-methylimidazolium bistrifluoromethyl-sulfimide salt